C1(=CC=CC=2C3=CC=CC=C3NC12)OCC(CNCC=CC1=C(C=CC=C1)OC)O ((9H-carbazol-1-yl)oxy)-3-((3-(2-methoxyphenyl)allyl)amino)propan-2-ol